C[Si]1(CCC(CC1)N1C(C2(C3=C1N=C(N=C3)S(=O)(=O)C)CC2)=O)C 7'-(1,1-dimethylsilinan-4-yl)-2'-(methylsulfonyl)spiro[cyclopropane-1,5'-pyrrolo[2,3-d]pyrimidin]-6'(7'H)-one